NC1=NC(=NC(=C1C(=O)O)C)C1=CC(=C(C=C1)C(C)(C)C)F 4-amino-2-(4-(tert-butyl)-3-fluorophenyl)-6-methylpyrimidine-5-carboxylic acid